4-carboxymethoxybenzenesulfonamide C(=O)(O)COC1=CC=C(C=C1)S(=O)(=O)N